C(CC1=CC=CC=C1)N1CCCC1 1-phenethyl-pyrrolidine